8-(4-chloro-2-fluorophenyl)-6-[(2S,4S)-2-(1-cyclopropyl-1H-pyrazol-4-yl)oxazin-4-yl]-2,3-dimethyl-3H,4H-pyrimido[5,4-d][1,3]diazin-4-one ClC1=CC(=C(C=C1)C1=NC(=NC2=C1N=C(N(C2=O)C)C)C2=CN(OC=C2)C=2C=NN(C2)C2CC2)F